copper (3-phenylsalicylate) C1(=CC=CC=C1)C1=C(C(C(=O)[O-])=CC=C1)O.[Cu+2].C1(=CC=CC=C1)C1=C(C(C(=O)[O-])=CC=C1)O